IC1=CC=C(C=C1)N[C@@H](C)C(=O)O 4-iodo-phenyl-alanine